1-methyl-4-[(2S,4S)-2-methyl-4-(5-methyl-1,3-benzooxazol-2-yl)piperidin-1-yl]-2-oxo-1,2-dihydroquinoline-3-carbonitrile CN1C(C(=C(C2=CC=CC=C12)N1[C@H](C[C@H](CC1)C=1OC2=C(N1)C=C(C=C2)C)C)C#N)=O